9-propyl-2,7-bis-trimethylstannyl-9H-carbazole C(CC)N1C2=CC(=CC=C2C=2C=CC(=CC12)[Sn](C)(C)C)[Sn](C)(C)C